C[SiH2]Cl 1-methyl-1-chlorosilane